[Br-].FC1=CC=C(C=C1)C(C[P+](C1=CC=CC=C1)(C1=CC=CC=C1)C1=CC=CC=C1)=O (2-(4-fluorophenyl)-2-oxoethyl)-triphenylphosphonium bromide